L-leucine-15N [15NH2][C@@H](CC(C)C)C(=O)O